C(C)(C)(C)OC(=O)N[C@H](C(=O)O)CC(=C)C (2S)-2-(tert-butoxycarbonylamino)-4-methyl-pent-4-enoic acid